2-(3,8-diazabicyclo[3.2.1]octan-8-yl)-N-((S)-chroman-4-yl)benzo[d]thiazole-6-carboxamide C12CNCC(CC1)N2C=2SC1=C(N2)C=CC(=C1)C(=O)N[C@H]1CCOC2=CC=CC=C12